5-bromo-2-(trifluoromethylsulfonyloxy)-6-(trifluoromethyl)pyridine-3-carboxylic acid methyl ester COC(=O)C=1C(=NC(=C(C1)Br)C(F)(F)F)OS(=O)(=O)C(F)(F)F